N4-((1H-pyrazol-3-yl)methyl)-7-(1H-pyrazol-5-yl)quinoline-2,4-diamine N1N=C(C=C1)CNC1=CC(=NC2=CC(=CC=C12)C1=CC=NN1)N